FC1=C(C=CC(=C1)[N+](=O)[O-])SC1=C(C=C(C=C1)[N+](=O)[O-])F bis(2-fluoro-4-nitrophenyl)sulfane